(S)-2-[[(9H-fluoren-9-ylmethoxy)carbonyl]amino]-3-(6-((tertiary butyloxycarbonyl)amino)pyridin-3-yl)propanoic acid C1=CC=CC=2C3=CC=CC=C3C(C12)COC(=O)N[C@H](C(=O)O)CC=1C=NC(=CC1)NC(=O)OC(C)(C)C